3-fluoro-5-formyl-4-hydroxy-N-(3-(4-(pyrrolidin-1-yl)phenyl)propyl)benzamide FC=1C=C(C(=O)NCCCC2=CC=C(C=C2)N2CCCC2)C=C(C1O)C=O